2-[[2-[2-[2-[2-[2-[2-[2-[2-[2-[2,3-bis[(Z)-octadec-9-enoxy]propoxy]ethoxy]ethoxy]ethoxy]ethoxy]ethoxy]ethoxy]ethoxy]ethoxy]-2-oxo-ethyl]amino]ethyl 2-(2-methoxyethylamino)acetate COCCNCC(=O)OCCNCC(=O)OCCOCCOCCOCCOCCOCCOCCOCCOCC(COCCCCCCCC\C=C/CCCCCCCC)OCCCCCCCC\C=C/CCCCCCCC